FC1=CC2=C(C=3C(CN(C3C=C2)C(NC)=N)C)C=C1 7-Fluoro-N,1-dimethyl-1,2-dihydro-3H-benzo[e]indole-3-carboximidamide